FC1=CC=C(C=C1)N1N=NC(=C1CO)C [1-(4-fluorophenyl)-4-methyl-1H-1,2,3-triazol-5-yl]methanol